C1(=CC=CC=C1)NC=1C=C2C=CN(C2=C(C1)C(=O)NCC1=CC=C(C(=O)O)C=C1)CC1=CC=C(C=C1)C(F)(F)F 4-((5-(phenylamino)-1-(4-(trifluoromethyl)benzyl)-1H-indole-7-carboxamido)methyl)benzoic acid